(S)-N-(1-(4-bromophenyl)-2,2,2-trifluoroethyl)-N-methyl-1,4-dioxaspiro[4.5]decane-8-carboxamide BrC1=CC=C(C=C1)[C@@H](C(F)(F)F)N(C(=O)C1CCC2(OCCO2)CC1)C